4-(methylglycyl)piperazin CNCC(=O)N1CCNCC1